C(=C)S(=O)(=O)N1CCC2=CC=C(C=C12)C(=O)OC methyl 1-(vinylsulfonyl)indoline-6-carboxylate